(6R)-16-amino-6,14-bis(trifluoromethyl)-18-oxa-12-thia-3,4,17-triazatricyclo[11.3.1.12,5]octadeca-1(17),2,4,13,15-pentaen-6-ol NC1=CC(=C2SCCCCC[C@](C3=NN=C(C1=N2)O3)(O)C(F)(F)F)C(F)(F)F